C1(CC1)N1C(=NC2=C(C=C(C=C2C1=O)F)[C@@H](C)NC1=C(C(=O)NOC)C=C(C=C1)F)C1CCOCC1 (R)-2-((1-(3-cyclopropyl-6-fluoro-4-oxo-2-(tetrahydro-2H-pyran-4-yl)-3,4-dihydroquinazolin-8-yl)ethyl)amino)-5-fluoro-N-methoxybenzamide